4-(4-methylpiperazin-1-yl)butyric acid CN1CCN(CC1)CCCC(=O)O